CN1CCC(=C(C1)C)C=1SC2=C(N1)C=C(C=C2)[C@@H]2NC[C@H](CC2)C 2-(1,5-dimethyl-3,6-dihydro-2H-pyridin-4-yl)-5-[(2R,5S)-5-methyl-2-piperidyl]-1,3-benzothiazole